CC1=NOC(=C1S(=O)(=O)N(CCCNC(C)=O)C1=CC=C(C=C1)OC1=CC=CC=C1)C 1-(3-[(3,5-Dimethyl-4-isoxazolylsulfonyl)(p-phenoxyphenyl)amino]propylamino)-1-ethanone